N-(((2S,5R)-6-hydroxy-7-oxo-1,6-diazabicyclo[3.2.1]oct-2-yl)(imino)methyl)-2-(tetrahydro-2H-pyran-4-yl)acetamide ON1[C@@H]2CC[C@H](N(C1=O)C2)C(NC(CC2CCOCC2)=O)=N